2-[4-[1-(2,6-dibenzyloxy-3-pyridyl)-3-methyl-2-oxo-benzimidazol-5-yl]cyclohex-3-en-1-yl]acetic acid C(C1=CC=CC=C1)OC1=NC(=CC=C1N1C(N(C2=C1C=CC(=C2)C2=CCC(CC2)CC(=O)O)C)=O)OCC2=CC=CC=C2